4-((2-(4-((3-benzyl-9-methyl-4H,6H-thieno[2,3-e][1,2,4]triazolo[3,4-c][1,4]oxazepin-2-yl)ethynyl)-1H-pyrazol-1-yl)ethyl)amino)-2-(2,6-dioxopiperidin-3-yl)isoindoline-1,3-dione C(C1=CC=CC=C1)C1=C(SC=2N3C(COCC21)=NN=C3C)C#CC=3C=NN(C3)CCNC3=C2C(N(C(C2=CC=C3)=O)C3C(NC(CC3)=O)=O)=O